7-bromo-N,N-bis(4-methoxybenzyl)pyrrolo[2,1-f][1,2,4]Triazin-4-amine BrC1=CC=C2C(=NC=NN21)N(CC2=CC=C(C=C2)OC)CC2=CC=C(C=C2)OC